C(#N)C(C(=O)OOCC(COOC(C(=C(C1=CC=CC=C1)C1=CC=CC=C1)C#N)=O)(COC(C=CC1=C(C(=CC=C1)C=1C=CC=CC1)C#N)=O)COC(C=CC1=C(C(=CC=C1)C=1C=CC=CC1)C#N)=O)=C(C1=CC=CC=C1)C1=CC=CC=C1 1,3-bis[(2-cyano-3,3-diphenylacryloyloxy)oxy]-2,2-bis[[(2-cyano-3,3-biphenylacryloyl)oxy]methyl]propane